6-(4-Cyclopropyl-6-methoxypyrimidin-5-yl)-1-(4-(1-methyl-4-(trifluoromethyl)-1H-imidazol-2-yl)benzyl)-3-(propynyl)-1,3-dihydro-2H-imidazo[4,5-c]pyridin-2-one C1(CC1)C1=NC=NC(=C1C1=CC2=C(C=N1)N(C(N2CC2=CC=C(C=C2)C=2N(C=C(N2)C(F)(F)F)C)=O)C#CC)OC